rel-(R)-4-(2-methoxy-1-(oxazol-4-ylmethoxy)ethyl)-2-methyl-N-(1-(2-methyl-7-(1-methyl-1H-pyrazol-4-yl)quinolin-5-yl)cyclopropyl)benzamide COC[C@H](OCC=1N=COC1)C1=CC(=C(C(=O)NC2(CC2)C2=C3C=CC(=NC3=CC(=C2)C=2C=NN(C2)C)C)C=C1)C |o1:3|